(S)-5-(5-chloropyridin-3-yl)-2,5,6,7-tetrahydro-3H-pyrrolo[2,1-c][1,2,4]triazol-3-one ClC=1C=C(C=NC1)[C@@H]1CCC2=NNC(N21)=O